NC1=C(C(=NN1C(C)C)C1=CC=C(C=C1)CC(=O)NC1=CC(=CC=C1)C1(CC1)C)C(=O)N 5-Amino-1-isopropyl-3-(4-(2-((3-(1-methylcyclopropyl)phenyl)amino)-2-oxoethyl)phenyl)-1H-pyrazole-4-carboxamide